FC(C=1C=C(C=CC1)NC1=NC=CC(=N1)C1=CC2=C(NC(N2)=O)C=C1)(F)F 5-(2-((3-(trifluoromethyl)phenyl)amino)pyrimidin-4-yl)-1H-benzo[d]imidazol-2(3H)-one